3-(3-((2-((2-(1-methylpiperidin-4-yl)thiazol-5-yl)amino)-5-(trifluoromethyl)pyrimidin-4-yl)amino)propyl)-1,3-oxazinan-2-one CN1CCC(CC1)C=1SC(=CN1)NC1=NC=C(C(=N1)NCCCN1C(OCCC1)=O)C(F)(F)F